C(CCCCCCCCC)ON(C(CCCN(C)C)=O)C(CCCCC=CC(=O)[O-])CCCCCCCCCC 8-[N-(decyloxy)-4-(dimethylamino)butanamido]-octadecenoate